CC1=CC=C(C=C1)S(=O)(=O)C(C#N)CC 2-(toluene-4-sulfonyl)-butyronitrile